BrC=1C(=NC(=NC1)NC1=C(C=C(C(=C1)OC)N1CCN(CC1)C)C)NC1=C(C=C(C=C1)F)C(C)(C)O 2-(2-((5-Bromo-2-((5-methoxy-2-methyl-4-(4-methylpiperazin-1-yl)phenyl)amino)pyrimidin-4-yl)amino)-5-fluorophenyl)propan-2-ol